ClC=1C=C(C=C(C1)C1=NC=C(C=N1)F)[C@H]1N(CCN(C1)C(\C=C/Cl)=O)C(CCC(=O)N)=O (R,Z)-4-(2-(3-chloro-5-(5-fluoropyrimidin-2-yl)phenyl)-4-(3-chloroacryloyl)piperazin-1-yl)-4-oxobutanamide